FC=1C=C(C=CC1COC1=CC=C(C=C1)OCOC)N1N=CN=C1 1-[3-fluoro-4-[[4-(methoxymethoxy)phenoxy]methyl]phenyl]-1,2,4-triazole